ClC(C)C(F)(F)Cl 2,3-dichloro-3,3-difluoropropane